rac-(2r,6r)-2-methyl-6-(3-methyl-1,2,4-oxadiazol-5-yl)morpholine hydrochloride Cl.C[C@@H]1CNC[C@@H](O1)C1=NC(=NO1)C |r|